C(C)N(CCCN)CC 3-(diethylamino)-1-propylamine